CC(CCCCCCCCCCCCCC)N1C(=O)C2C3C=CC(C2C1=O)C3 N-(1-methylpentadecyl)-bicyclo[2.2.1]Hept-5-ene-2,3-dicarboximide